6-bromo-4'-chloro-3,3-dimethyl-2'-(methylthio)-2,3,5',8'-tetrahydrospiro[indene-1,7'-pyrano[4,3-d]pyrimidine] BrC1=CC=C2C(CC3(CC=4N=C(N=C(C4CO3)Cl)SC)C2=C1)(C)C